tert-butyl 4-(((4R,5R)-5-(4-(tert-butoxycarbonyl) phenyl)-1-(3,3-difluoropropyl) azepan-4-yl)methyl)-5,7-dimethyl-1H-indole-1-carboxylate C(C)(C)(C)OC(=O)C1=CC=C(C=C1)[C@H]1[C@@H](CCN(CC1)CCC(F)F)CC1=C2C=CN(C2=C(C=C1C)C)C(=O)OC(C)(C)C